C(C(C)C)NC=1OC2=C(C=C(C=C2C(C1)=O)C)C(C)NC1=C(C(=O)O)C=CC=C1 2-((1-(2-(isobutylamino)-6-methyl-4-oxo-4H-chromen-8-yl)ethyl)amino)benzoic acid